Cl.Cl.ClC1=CC=C(C=C1)C=1N=C2N(C=CC=C2)C1CN1CC2NC(C1)C2 3-{[2-(4-chlorophenyl)imidazo[1,2-a]pyridin-3-yl]methyl}-3,6-diazabicyclo[3.1.1]heptane dihydrochloride